methyl 4-(1-(O-(cyclohexylmethyl)-N-(8-((S)-2,2-dimethylcyclopropane-1-carbonyl)-2-(thiazole-5-carbonyl)-2,8-diazaspiro[4.5]decane-4-carbonyl)-L-threonyl)piperidin-4-yl)benzoate C1(CCCCC1)CO[C@@H]([C@H](NC(=O)C1CN(CC12CCN(CC2)C(=O)[C@@H]2C(C2)(C)C)C(=O)C2=CN=CS2)C(=O)N2CCC(CC2)C2=CC=C(C(=O)OC)C=C2)C